C(C1=CC=CC=C1)OC(=O)NCCCCOC[C@@H](C)NN1CC2=C(C3=CC=CN=C13)C=CC(=C2)C(=O)OC (R)-methyl 5-((1-(4-(((benzyloxy)carbonyl)amino)butoxy)propan-2-yl)amino)benzo[c]naphthyridine-8-carboxylate